O=CCC1=C(C(=O)O)C=CC=C1 (2-oxoethyl)benzoic acid